C(C)(C)(C)OC(=O)NC(C(=O)O)C1(CC1)C1=C(C=C(C=C1)F)F 2-(tertbutoxycarbonylamino)2-(1-(2,4-difluorophenyl)cyclopropyl)acetic acid